bis(4-fluorophenyl) phosphate P(=O)(OC1=CC=C(C=C1)F)(OC1=CC=C(C=C1)F)[O-]